CC1=C(C(=O)C=2C(=C(C(=C(C2)P(C(C2=C(C=C(C=C2C)C)C)=O)(C(C2=C(C=C(C=C2C)C)C)=O)=O)P)C2=CC=CC=C2)C(C2=C(C=C(C=C2C)C)C)=O)C(=CC(=C1)C)C bis(2,4,6-trimethylbenzoyl)-phenyl-phosphinophenylbis(2,4,6-trimethylbenzoyl)phosphine oxide